C(\C=C/C(=O)[O-])(=O)[O-].C(CCCCCCCCCCC)(=O)[O-].C(CCCCCCCCCCC)(=O)[O-].C(CCC)[Sn+4]CCCC dibutyltin dilaurate maleate